N-(2-((2S,6R)-2,6-dimethylpiperidin-1-yl)ethyl)-6-methyl-5-((1-methyl-6-(pyrimidin-5-ylamino)-1H-pyrazolo[3,4-d]pyrimidin-3-yl)amino)nicotinamide C[C@@H]1N([C@@H](CCC1)C)CCNC(C1=CN=C(C(=C1)NC1=NN(C2=NC(=NC=C21)NC=2C=NC=NC2)C)C)=O